BrC1=C(C(=O)N(C)C)C=CC(=C1)I 2-bromo-4-iodo-N,N-dimethylbenzamide